Sodium Phosphate monohydrate O.P(=O)([O-])([O-])[O-].[Na+].[Na+].[Na+]